[O-]C1=C(C=C(C=C1)C1=CC=C(C=C1)C1=CC(=C(C=C1)[O-])C(=O)[O-])C(=O)[O-] 4,4''-Dioxido-[1,1':4',1''-terphenyl]-3,3''-dicarboxylat